[C@H]1(CC=CCC1)C=O (S)-3-cyclohexene-1-formaldehyde